O1C(CCCC1)N1C2=CC=C3OCCCNC(OCC=4C=CC=C(C(=N1)C2=C3)N4)=O 19-(oxan-2-yl)-8,14-dioxa-10,19,20,23-tetraazatetracyclo[13.5.2.12,6.018,21]tricosa-1(20),2,4,6(23),15,17,21-heptaen-9-one